N-octadecenyl-2-(3,4-di-(t-butylcarbonyloxy)-phenyl)-3,7-di-(t-butylcarbonyloxy)-quinolin-4-one C(=CCCCCCCCCCCCCCCCC)N1C(=C(C(C2=CC=C(C=C12)OC(=O)C(C)(C)C)=O)OC(=O)C(C)(C)C)C1=CC(=C(C=C1)OC(=O)C(C)(C)C)OC(=O)C(C)(C)C